COC(=O)C=1C(=C(C=NC1)OCCN1CCN(CC1)C(=O)OC(C)(C)C)C tert-butyl 4-(2-((5-(methoxycarbonyl)-4-methylpyridin-3-yl)oxy)ethyl)piperazine-1-carboxylate